C(C(=C)C)(=O)OC=1C=C(C(=O)Cl)C=CC1 3-(methacryloyloxy)benzoyl chloride